2-(2,8-dimethylimidazo[1,2-b]pyridazin-6-yl)-6-[4-(2-hydroxyethyl)-4-azaspiro[2.5]octan-7-yl]pyrido-[2,3-d]pyridazin-5-one CC=1N=C2N(N=C(C=C2C)C=2C=CC3=C(C=NN(C3=O)C3CCN(C4(CC4)C3)CCO)N2)C1